C(C)(C)N1CCNCC1 4-isopropylpiperazin